C(C)SC=CCC ethylbutenyl sulfide